C[C@@]1(N(CCC1)CCNC)C(=O)NC1=CC(=C(C=C1)C)C(N[C@H](C)C1=CC=CC2=CC=CC=C12)=O (S)-2-methyl-N-(4-methyl-3-(((R)-1-(naphthalen-1-yl)ethyl)carbamoyl)phenyl)-1-(2-(methylamino)ethyl)pyrrolidine-2-carboxamide